dodecyl-beta-D-glucose C(CCCCCCCCCCC)[C@]1(O)[C@H](O)[C@@H](O)[C@H](O)[C@H](O1)CO